[P].FC(S(=O)(=O)NC(C(NS(=O)(=O)C(F)(F)F)C1=CC(=CC=C1)C#N)C1=CC(=CC=C1)C#N)(F)F N,N'-bis(trifluoromethanesulfonyl)-1,2-bis(3-cyanophenyl)ethylenediamine phosphorus